C(C)N(C(=O)C=1C=C(C=CC1)B(O)O)C 3-(ETHYL(METHYL)CARBAMOYL)PHENYLBORONIC ACID